1,3,5-(tribromomethyl)benzene C1=C(C=C(C=C1CBr)CBr)CBr